N-((1-aminoisoquinolin-6-yl)methyl)-3-chlorobenzamide NC1=NC=CC2=CC(=CC=C12)CNC(C1=CC(=CC=C1)Cl)=O